CC1=NNC(=C1C1=CSC2=C1N=C(N=C2N2[C@@H](COCC2)C)C2=C1C=CNC1=CC(=C2)F)C (R)-4-(7-(3,5-Dimethyl-1H-pyrazol-4-yl)-2-(6-fluoro-1H-indol-4-yl)thieno[3,2-d]pyrimidin-4-yl)-3-methylmorpholine